NC(CC(=O)[O-])C β-aminobutyrate